N-(4-((4-(7-aminoheptyl)phenyl)carbamoyl)benzyl)-N-cyclopropyl-3-oxo-3,4-dihydro-2H-benzo[b][1,4]oxazine-7-carboxamide 2,2,2-trifluoroacetate FC(C(=O)O)(F)F.NCCCCCCCC1=CC=C(C=C1)NC(=O)C1=CC=C(CN(C(=O)C=2C=CC3=C(OCC(N3)=O)C2)C2CC2)C=C1